5-Bromo-1-methylindole BrC=1C=C2C=CN(C2=CC1)C